4,4a,5,6-tetrahydro-7-hydroxy-2(3H)-naphthalenone OC=1CCC2CCC(C=C2C1)=O